aluminum acetoacetate diisopropanoate C(C(=O)[O-])C.C(C(=O)[O-])C.C(CC(=O)C)(=O)[O-].[Al+3]